beta-ethoxyrutinose CCO[C@]1(O)[C@H](O)[C@@H](O)[C@H](O)[C@H](O1)CO[C@H]1[C@H](O)[C@H](O)[C@@H](O)[C@@H](O1)C